5-(4-methoxyphenyl)-1'-(pyridin-3-yl)-3'-(p-tolyl)-3,4-dihydro-1'H,2H-3,4'-bipyrazole COC1=CC=C(C=C1)C=1CC(NN1)C=1C(=NN(C1)C=1C=NC=CC1)C1=CC=C(C=C1)C